tert-butyl 4-[2-[2-[2-[2-[2-[2-[2-(3-benzyloxyphenoxy)ethoxy]ethoxy]ethoxy]ethoxy] ethoxy]ethoxy]ethoxy]piperidine-1-carboxylate C(C1=CC=CC=C1)OC=1C=C(OCCOCCOCCOCCOCCOCCOCCOC2CCN(CC2)C(=O)OC(C)(C)C)C=CC1